OC1(CC1)C1=NN(C=N1)C1CC2(CN(C2)C(=O)N2CC3(C2)CCN(CC3)CC=3SC=C(N3)C(F)(F)F)C1 [6-[3-(1-hydroxycyclopropyl)-1,2,4-triazol-1-yl]-2-azaspiro[3.3]heptan-2-yl]-[7-[[4-(trifluoromethyl)thiazol-2-yl]methyl]-2,7-diazaspiro[3.5]nonan-2-yl]methanone